2-(methyl(piperidin-4-yl)amino)ethan CN(CC)C1CCNCC1